4-(bis(7-bromo-1H-pyrrolo[2,3-c]pyridin-3-yl)methyl)phenol BrC=1N=CC=C2C1NC=C2C(C2=CC=C(C=C2)O)C2=CNC1=C(N=CC=C12)Br